ClC=1N=C2C(=C(C(N(C2=CC1)C)=O)C#N)N1CCC(CC1)N(C1=CC=C(C=C1)F)C 6-chloro-4-[4-(4-fluoro-N-methyl-anilino)-1-piperidyl]-1-methyl-2-oxo-1,5-naphthyridine-3-carbonitrile